5,5-dimethylisoxazole CC1(C=CNO1)C